N-propyl-1,3-diaminopropane C(CC)NCCCN